C(C)(C)(C)OC(=O)NC(C)C1=NC(=NO1)C=1C=C(C(=O)OC)C=CC1 methyl 3-(5-(1-((tert-butoxycarbonyl)amino)ethyl)-1,2,4-oxadiazol-3-yl)benzoate